[Na+].[Na+].[C@H]12N[C@@H](C[C@@H]2C1)C(=O)N1CC(C1)OC1=C(C=2O[B-](CCC2C=C1)(O)O)C(=O)O.[C@H]12N[C@@H](C[C@@H]2C1)C(=O)N1CC(C1)OC1=C(C=2O[B-](CCC2C=C1)(O)O)C(=O)O 8-({1-[(1S,3S,5S)-2-azabicyclo[3.1.0]hexane-3-carbonyl]azetidin-3-yl}oxy)-4,4-dihydroxy-5-oxa-4-boranuidabicyclo[4.4.0]deca-1(6),7,9-triene-7-carboxylic acid disodium salt